tert-butyl 3-(2-(2-(((S)-2-(4-chlorophenyl)-3-(4-((5R,7R)-7-hydroxy-5-methyl-6,7-dihydro-5H-cyclopenta[d]pyrimidin-4-yl)piperazin-1-yl)-3-oxopropyl)amino)ethoxy)ethoxy)propanoate ClC1=CC=C(C=C1)[C@@H](CNCCOCCOCCC(=O)OC(C)(C)C)C(=O)N1CCN(CC1)C=1C2=C(N=CN1)[C@@H](C[C@H]2C)O